FC1=C(CC2OC2)C(=CC=C1[N+](=O)[O-])F 2-(2,6-difluoro-3-nitrobenzyl)oxirane